(R)-N-(3-(2-((1,5-dimethyl-1H-pyrazol-3-yl)amino)-5-methylpyrimidin-4-yl)-1H-indol-7-yl)-2-(3-(4-methylpiperazine-1-carbonyl)pyrrolidin-1-yl)acetamide CN1N=C(C=C1C)NC1=NC=C(C(=N1)C1=CNC2=C(C=CC=C12)NC(CN1C[C@@H](CC1)C(=O)N1CCN(CC1)C)=O)C